bis-tertiary butyl-benzothiophene C(C)(C)(C)C1=C(SC2=C1C=CC=C2)C(C)(C)C